C1(=CC=CC2=CC=CC=C12)O R-naphthol